Methyl 3-amino-2'-chloro-[1,1'-biphenyl]-4-carboxylate NC=1C=C(C=CC1C(=O)OC)C1=C(C=CC=C1)Cl